pyrazol-4-ylmethanamine N1N=CC(=C1)CN